1-Ethyl-1H-pyrrolo[2,3-b]pyridine-2-carboxylic acid Ethyl ester C(C)OC(=O)C1=CC=2C(=NC=CC2)N1CC